C1(CCC1)C1C(N(CCC1)CC(CN1C2=CC=C(C=C2C=2C=C(C=CC12)F)F)(C)O)=O 3-cyclobutyl-1-(3-(3,6-difluoro-9H-carbazol-9-yl)-2-hydroxy-2-methylpropyl)piperidin-2-one